C(C)(C)C1(C(C(CC(C1C(=O)O)C(=O)O)(C(=O)O)C(C)C)(C(=O)O)C(C)C)C(C)C tetraisopropyl-1,2,4,5-cyclohexanetetracarboxylic acid